COC(=O)C1=CC=C(C=C1)C1NCCC(C1)C=1SC(=CC1)Cl 2-(4-(methoxycarbonyl)phenyl)-4-(5-chlorothiophen-2-yl)piperidine